(1S,4S)-2-benzyl-2-azabicyclo[2.2.1]heptane-4-amine C(C1=CC=CC=C1)N1[C@H]2CC[C@@](C1)(C2)N